C(C)(C)(C)[C@@H]1CC=2C=C3C(=NC2CC1)SC(=C3)C(=O)NC(CCN(CC)CC)C3=CC=CC=C3 (6S)-6-tert-butyl-N-[3-(diethylamino)-1-phenylpropyl]-5,6,7,8-tetrahydrothieno[2,3-b]quinoline-2-carboxamide